C(#C)C1(CC[C@@H]2[C@@]1(CC[C@@H]1[C@]3(CCC=4N=C(SC4C3=CC[C@@H]21)NC2=NC=CC=C2)C)C)O (5aR,5bS,7aS,10aS,10bR)-8-ethynyl-5a,7a-dimethyl-2-(pyridin-2-ylamino)-5,5a,5b,6,7,7a,8,9,10,10a,10b,11-dodecahydro-4H-cyclopenta[7,8]phenanthro[2,1-d]thiazol-8-ol